O(C1=CC=CC=C1)CC(CO)O 3-phenoxy-propane-1,2-diol